O[C@@H](CC(=O)[O-])C.[Ca+2].O[C@@H](CC(=O)[O-])C calcium R-3-hydroxybutyrate